2-[2-(3,4-dimethoxyphenyl)-6-methyl-3-oxo-pyridazine-4-carbonyl]-5-methyl-cyclohexane COC=1C=C(C=CC1OC)N1N=C(C=C(C1=O)C(=O)C1CCC(CC1)C)C